4-({tert-Butoxycarbonyl-[1-(4-methoxy-benzyl)-1H-[1,2,3]triazol-4-ylmethyl]-amino}-methyl)-phenylboronic acid C(C)(C)(C)OC(=O)N(CC=1N=NN(C1)CC1=CC=C(C=C1)OC)CC1=CC=C(C=C1)B(O)O